FC(CC)S(=O)(=O)O.S1C2=C(C=C1C=CC(=O)N1C(OCC1C(C)C)=O)C=CC=C2 3-(3-(benzo[b]thiophen-2-yl)acryloyl)-4-isopropyl-oxazolidin-2-one 1-fluoro-1-propanesulfonate